OC1=CC=C(C=C1)C=1C2CC(C(C1C1=CC=C(C=C1)O)O2)S(=O)(=O)N(CCC)C2=CC=C(C=C2)OC 5,6-bis(4-hydroxyphenyl)-N-(4-methoxyphenyl)-N-propyl-7-oxabicyclo[2.2.1]hept-5-ene-2-sulfonamide